3-Chloro-3-butenoylpantetheine CC(C)(CO)[C@H](C(=O)N(CCC(=O)NCCS)C(=O)CC(=C)Cl)O